1-isopropyl-3-methyl-N-[(1R)-1-[3-(m-tolyl)-1,2,4-oxadiazol-5-yl]ethyl]pyrazole-4-carboxamide C(C)(C)N1N=C(C(=C1)C(=O)N[C@H](C)C1=NC(=NO1)C=1C=C(C=CC1)C)C